C(C)(C)(C)OC(=O)N([C@H](C(=O)O)CC1=CC=C(C=C1)C1=CC=CC=C1)C (2S)-2-[[(tert-butoxy)carbonyl](methyl)amino]-3-(4-phenylphenyl)propionic acid